4-[4-(4-fluorobenzoyl)phenyl]-(4-fluorophenyl)methanone FC1=CC=C(C(=O)C2=CC=C(C=C2)C2(CC=C(C=C2)C=O)F)C=C1